N(=[N+]=[N-])CCOCCOCCOCCOCCS(=O)(=O)C1=C2CNC(C2=CC=C1)=O 4-((14-azido-3,6,9,12-tetraoxatetradecyl)sulfonyl)-1-oxoisoindolin